2-chloro-N-[(2S)-1-oxo-1-piperazin-1-ylpropan-2-yl]-4-[[3-[3-(trifluoromethyl)-1H-pyrazol-4-yl]imidazo[1,2-a]pyrazin-8-yl]amino]benzamide ClC1=C(C(=O)N[C@H](C(N2CCNCC2)=O)C)C=CC(=C1)NC=1C=2N(C=CN1)C(=CN2)C=2C(=NNC2)C(F)(F)F